(S)-N-((1R,3S)-3-((4-(4-fluoro-1-isopropyl-1H-benzo[d]imidazol-6-yl)-5-methylpyridin-2-yl)carbamoyl)cyclohexyl)-3-hydroxypyrrolidine-1-carboxamide FC1=CC(=CC=2N(C=NC21)C(C)C)C2=CC(=NC=C2C)NC(=O)[C@@H]2C[C@@H](CCC2)NC(=O)N2C[C@H](CC2)O